FC1=C(C=CC(=C1)S(=O)(=O)C)SC1=C(C(=C(C(=N1)NC1=NNC(=C1)C)OC)C=1C=NN(C1)C)C 6-((2-fluoro-4-(methylsulfonyl)phenyl)thio)-3-methoxy-5-methyl-N-(5-methyl-1H-pyrazol-3-yl)-4-(1-methyl-1H-pyrazol-4-yl)pyridin-2-amine